C(C)(=O)O.C=CCCCCCCCCCCCC n-tetradecene acetate